CC1=C(C(=C(C(=O)O)C=C1)N1C=CC=C1)N1CC(C1)NC(=S)NCC.C(C)C(C(=O)N[C@@H](CCO[C@@H]1C[C@H](C1)CCC1=NC=2NCCCC2C=C1)C(=O)O)(CC)C1=CC=CC=C1 N-(2-ethyl-2-phenylbutyryl)-O-(trans-3-(2-(5,6,7,8-tetrahydro-1,8-naphthyridin-2-yl)ethyl)cyclobutyl)homoserine Methyl-3-(3-(3-ethylthioureido)azetidin-1-yl)-2-(1H-pyrrol-1-yl)benzoate